(6aR)-8-acryloyl-4-chloro-3-(2-fluoro-6-hydroxyphenyl)-1-(((R)-1-methylpyrrolidin-2-yl)methoxy)-6,6a,7,8,9,10-hexahydro-12H-pyrazino[2,1-c]pyrido[3,4-f][1,4]oxazepin-12-one C(C=C)(=O)N1C[C@@H]2COC3=C(C(N2CC1)=O)C(=NC(=C3Cl)C3=C(C=CC=C3O)F)OC[C@@H]3N(CCC3)C